CC1OCCCN(C1)CC1=CC(=C2CN(C(C2=C1)=O)C=1C=C(C=CC1)C1(CC(C1)C#N)CC1=NN=CN1C)C(F)(F)F (1r,3r)-3-(3-(6-((2-methyl-1,4-oxaazepan-4-yl)methyl)-1-oxo-4-(trifluoromethyl)isoindolin-2-yl)phenyl)-3-((4-methyl-4H-1,2,4-triazol-3-yl)methyl)cyclobutane-1-carbonitrile